[N+](=O)([O-])C1=CC2=C(OCC(N2)=O)C=C1 6-nitro-2H-benzo[b][1,4]oxazin-3(4H)-one